[Tl].[Ir] iridium-thallium